ClC=1C(=CC2=C(C[C@](O2)(C2=CC=CC=C2)C2N(CC2)C(=O)OC(C)(C)C)C1C1=C(C(=CC=C1C(NC)=O)OCCOC1OCCCC1)F)F tert-butyl 2-((2S,4R)-5-chloro-6-fluoro-4-(2-fluoro-6-(methylcarbamoyl)-3-(2-((tetrahydro-2H-pyran-2-yl)oxy)ethoxy)phenyl)-2-phenyl-2,3-dihydrobenzofuran-2-yl)azetidine-1-carboxylate